3-(4,4,5,5-tetramethyl-1,3,2-dioxaborolan-2-yl)-2H-pyrazole CC1(OB(OC1(C)C)C=1NN=CC1)C